CC1(OC2=C(C1)C=C(C=C2)CN2N=CC1=C(C2=O)N(C2=C1CCN(C2)S(=O)(=O)C)C)C 3-((2,2-dimethyl-2,3-dihydrobenzofuran-5-yl)methyl)-5-methyl-7-(methylsulfonyl)-3,5,6,7,8,9-hexahydro-4H-pyrido[4',3':4,5]pyrrolo[2,3-d]pyridazin-4-one